3-piperidyl-2-propanol N1CC(CCC1)CC(C)O